C(=O)=C1N(C=CC1)C1=C(C#N)C=CC=C1 (2-carbonyl-1-pyrrolyl)benzonitrile